C(C)(C)(C)NC=1C(=NC(=CC1)C1=CC=C(C=C1)C)NC1CCCC1 N3-tert-butyl-N2-cyclopentyl-6-(p-tolyl)pyridine-2,3-diamine